4-(pyrrolidin-1-yl)pyridine 3-(2,4,6-trifluorophenoxy)cyclobutyl-6-oxo-7-oxa-2,5-diazaspiro[3.4]octane-2-carboxylate FC1=C(OC2CC(C2)OC(=O)N2CC3(C2)NC(OC3)=O)C(=CC(=C1)F)F.N1(CCCC1)C1=CC=NC=C1